1,5-dinitrooxopentane [N+](=O)([O-])C(CCCC[N+](=O)[O-])=O